ClC1=NC(=C(C(=O)O)C=C1)NCC1=CC=C(C=C1)OC 6-chloro-2-((4-methoxybenzyl)amino)nicotinic acid